(((2-(benzyloxy)-2-oxoethyl)(methyl)carbamoyl)oxy)methyl ((R)-2-(((1R,2S,3R,4R,5R)-4-acetamido-2-hydroxy-6,8-dioxabicyclo[3.2.1]octan-3-yl)oxy)propanoyl)-L-alaninate C(C)(=O)N[C@@H]1[C@H]([C@@H]([C@H]2CO[C@@H]1O2)O)O[C@@H](C(=O)N[C@@H](C)C(=O)OCOC(N(C)CC(=O)OCC2=CC=CC=C2)=O)C